Tert-Butyl 6-(4-fluoro-2-(trifluoromethyl)benzoyl)-2,6-diazaspiro[3.3]heptane-2-carboxylate FC1=CC(=C(C(=O)N2CC3(CN(C3)C(=O)OC(C)(C)C)C2)C=C1)C(F)(F)F